FC(COC1=NN(C=C1N)COCC[Si](C)(C)C)F 3-(2,2-difluoroethoxy)-1-((2-(trimethylsilyl)ethoxy)methyl)-1H-pyrazol-4-amine